Hexyl-5-methoxy-[1,1'-biphenyl]-3,4-diol C(CCCCC)C1=C(C=C(C(=C1O)O)OC)C1=CC=CC=C1